Tert-butyl (1-(4-ethynylphenyl)cyclopropyl)carbamate C(#C)C1=CC=C(C=C1)C1(CC1)NC(OC(C)(C)C)=O